CC=1C=C(SC1)C(CC(=O)O)C[N+](=O)[O-] 3-(4-methylthiophene-2-yl)-4-nitrobutyric acid